9-methacryloyloxy-10-methoxy-1,4-dihydroanthracene C(C(=C)C)(=O)OC=1C2=CC=CC=C2C(=C2CC=CCC12)OC